(E)-3-(6-aminopyridin-3-yl)-N-((5-(4-(4,4-difluoropiperidine-1-carbonyl)phenyl)-7-ethynylbenzofuran-2-yl)methyl)acrylamide NC1=CC=C(C=N1)/C=C/C(=O)NCC=1OC2=C(C1)C=C(C=C2C#C)C2=CC=C(C=C2)C(=O)N2CCC(CC2)(F)F